ClC=1C=C2C(=C(C=NC2=CC1Cl)S(=O)(=O)Cl)O 6,7-dichloro-4-hydroxy-quinoline-3-sulfonyl chloride